C1=C(C=CC2=CC=CC=C12)OCCCCCCCCCCCP(O)(O)=O 11-(naphthalene-2-yloxy)undecylphosphonic acid